[(2R,3S,4R,5R)-5-(5-amino-7-methyl-2,6,7,9,11-pentaazatricyclo[6.3.1.04,12]dodeca-1(12),3,5,8,10-pentaen-2-yl)-3,4-dihydroxyoxolan-2-yl]methyl dihydrogen phosphate P(=O)(OC[C@H]1O[C@H]([C@@H]([C@@H]1O)O)N1C=2N=CN=C3N(N=C(C(=C1)C23)N)C)(O)O